C(N)(=O)C(O)CN(C(CCCCCCCCCCCCCCCCC)=O)C(CCCCCCCCCCCCCCCCC)=O carbamyl-distearoyl-ethanolamine